CC1=CC(N(C=C1C)C(C(=O)N[C@H](CC(=O)OC)C=1C=NC=C(C1)C1=C(C=CC=C1C)C)CC(C)C)=O (3R)-methyl 3-(2-(4,5-dimethyl-2-oxopyridin-1(2H)-yl)-4-methylpentanamido)-3-(5-(2,6-dimethylphenyl)pyridin-3-yl)propanoate